N,N-dibutylammonium C(CCC)[NH2+]CCCC